Trifluoromethanesulfonyl-3-methyl-imidazolium triflate [O-]S(=O)(=O)C(F)(F)F.FC(S(=O)(=O)C=1NC=C[N+]1C)(F)F